tin nickel silver [Ag].[Ni].[Sn]